CC(CC[C@@H](C(=O)OC)NC([C@H](CC1=CC=CC=C1)NC(COCCOCCOCCOCCOCCOCCOCC#C)=O)=O)(C)C methyl (2S)-5,5-dimethyl-2-[[(2S)-3-phenyl-2-[[2-[2-[2-[2-[2-[2-(2-prop-2-ynoxyethoxy)ethoxy]ethoxy]ethoxy]ethoxy]ethoxy]acetyl]amino]propanoyl]amino]hexanoate